dimethyl-[1,1'-biphenyl]-2-amine CC=1C(=C(C(=CC1)C1=CC=CC=C1)N)C